2,6-dimethyl-4-(4-nitrophenyl)pyridine CC1=NC(=CC(=C1)C1=CC=C(C=C1)[N+](=O)[O-])C